2-benzyl-2-(((2R,3S,4R,5R)-5-(2-chloro-6-((R)-2-(hydroxymethyl)-pyrrolidin-1-yl)-9H-purin-9-yl)-3-ethynyl-3,4-dihydroxytetrahydrofuran-2-yl)methoxy)malonic acid C(C1=CC=CC=C1)C(C(=O)O)(C(=O)O)OC[C@H]1O[C@H]([C@@H]([C@@]1(O)C#C)O)N1C2=NC(=NC(=C2N=C1)N1[C@H](CCC1)CO)Cl